C(C)(C)(C)OC(=O)N1CCN(CC1)C(=O)C=1NC(=C(C1C)C)C(NC12C(OC3=C1C=CC(=C3)C(C)C)(C3=C(C=CC=C3C2=O)[N+](=O)[O-])O)=O 4-(5-((4b-hydroxy-7-isopropyl-4-nitro-10-oxo-4b,10-dihydro-9bH-indeno[1,2-b]benzofuran-9b-yl)carbamoyl)-3,4-dimethyl-1H-pyrrole-2-carbonyl)piperazine-1-carboxylic acid tert-butyl ester